Tert-Butyl 4-(6-((5-fluoro-4-(8-fluoroquinolin-6-yl)pyrimidin-2-yl)amino)pyridin-3-yl)piperazine-1-carboxylate FC=1C(=NC(=NC1)NC1=CC=C(C=N1)N1CCN(CC1)C(=O)OC(C)(C)C)C=1C=C2C=CC=NC2=C(C1)F